FC1=C(NC=2C(=NC(=C(N2)OC)C=2C3=C(C=NC2)N(C=N3)C)C(=O)O)C=CC(=C1F)CN1CCOCC1 3-[2,3-Difluoro-4-(morpholinomethyl)anilino]-5-methoxy-6-(3-methylimidazo[4,5-c]pyridin-7-yl)pyrazine-2-carboxylic acid